(R)-N-(1-(4-(cyclopropanesulfonamido)pyridin-2-yl)-4-(dimethylamino)butyl)-5-(6-ethoxypyrazin-2-yl)thiazole-2-carboxamide C1(CC1)S(=O)(=O)NC1=CC(=NC=C1)[C@@H](CCCN(C)C)NC(=O)C=1SC(=CN1)C1=NC(=CN=C1)OCC